3-bromo-6-fluoro-5-(4-morpholinophenyl)pyridin-2-amine BrC=1C(=NC(=C(C1)C1=CC=C(C=C1)N1CCOCC1)F)N